ClC1=CC(=C(C=C1)O)C=NC=1C=NC=CC1 4-chloro-2-((pyridin-3-ylimino)methyl)phenol